FC1=C2C(=NNC2=CC(=C1)N1C[C@@H](N([C@H](C1)C)C(=O)OC(C)(C)C)C)NC=1C=C(C=2N(C1)C=C(N2)C)F tert-butyl (2S,6S)-4-[4-fluoro-3-[(8-fluoro-2-methyl-imidazo[1,2-a]pyridin-6-yl)amino]-1H-indazol-6-yl]-2,6-dimethyl-piperazine-1-carboxylate